5-chloro-2-[5-(difluoromethoxy)-7-(cis-3-hydroxy-3-methylcyclobutyl)-7H-pyrrolo[2,3-c]pyridazin-3-yl]-3-methylphenol ClC=1C=C(C(=C(C1)O)C1=CC2=C(N=N1)N(C=C2OC(F)F)C2CC(C2)(C)O)C